BrC=1C=2N(C=CC1C1CC1)C=CN2 8-Bromo-7-cyclopropylimidazo[1,2-a]pyridine